FS(=O)(=O)/C=C/C1=CC2=CC=CC=C2C=C1 (trans)-2-(2-fluorosulfonylvinyl)naphthalene